ClC=1C=C(C=CC1Cl)N1CC(CCC1)NS(=O)(=O)C1=CC=C(C=C1)OC(F)(F)F N-(1-(3,4-dichlorophenyl)piperidin-3-yl)-4-(trifluoromethoxy)benzenesulfonamide